(S)-1-(2-chloro-6-fluoro-3-(2-hydroxyethoxy)benzyl)-3,4-dimethyl-2-oxo-N-(2,4,6-trifluorobenzyl)-1,2,3,4-tetrahydroquinazolin-7-carboxamide ClC1=C(CN2C(N([C@H](C3=CC=C(C=C23)C(=O)NCC2=C(C=C(C=C2F)F)F)C)C)=O)C(=CC=C1OCCO)F